benzoyl chloride C(C1=CC=CC=C1)(=O)Cl